C1CCCC2=C(C=CC=C12)N1C=NC2=C1C1=C(OC2=O)C=CC=C1 1-(1,2,3,4-tetrahydronaphthalen-5-yl)-[1]benzopyrano[3,4-d]imidazol-4(1H)-one